C(C1=CC=CC=C1)(C1=CC=CC=C1)OC(=O)[C@@H]1N2C(C[C@H]2S[C@@]1(C)CN1C=NC=C1)=O (2s,3s,5r)-3-((1H-imidazol-1-yl)methyl)-3-methyl-7-oxo-4-thia-1-azabicyclo[3.2.0]heptane-2-carboxylic acid benzhydryl ester